N1=C(C=CC=C1)CCN1C2=NC=NC=C2N=C1 9-(2-(pyridin-2-yl)ethyl)-9H-purine